4-(2-phenylthiazol-5-yl)aniline C1(=CC=CC=C1)C=1SC(=CN1)C1=CC=C(N)C=C1